7-(3,8-diazabicyclo[3.2.1]oct-3-yl)-2-(3,4-dimethoxyphenyl)-4H-pyrido[1,2-a]pyrimidin C12CN(CC(CC1)N2)C=2C=CC=1N(CC=C(N1)C1=CC(=C(C=C1)OC)OC)C2